4-iodophenyl-sulfonyl chloride IC1=CC=C(C=C1)S(=O)(=O)Cl